C(C)(C)OC1=NC=2N(C=C1C(=O)NC=1C(N(C=CC1)C1(CC1)C)=O)C=C(N2)C21COC(C2)(C1)C 7-isopropoxy-2-(1-methyl-2-oxabicyclo[2.1.1]hexan-4-yl)-N-(1-(1-methylcyclopropyl)-2-oxo-1,2-dihydropyridin-3-yl)imidazo[1,2-a]pyrimidine-6-carboxamide